(4-isopropylcyclohexyl) methyl fumarate C(\C=C\C(=O)OC)(=O)OC1CCC(CC1)C(C)C